CC1(NCC=2C1=NN(C2)C(=O)[O-])C 6,6-dimethyl-5,6-dihydropyrrolo[3,4-c]pyrazole-2(4H)-carboxylate